FC(C(=O)O)(F)F.C(C)OC(=O)C=1N(C2=CC(=C(C=C2C1)F)Cl)CCN 1-(2-aminoethyl)-6-chloro-5-fluoro-1H-indole-2-carboxylic acid ethyl ester trifluoroacetate